4-{4-[1-(3,4-dichlorophenyl)-5-methyl-1H-pyrazol-3-yloxy]butyl}morpholine hydrochloride Cl.ClC=1C=C(C=CC1Cl)N1N=C(C=C1C)OCCCCN1CCOCC1